N-[(1S)-2-[[(1S)-2-amino-2-oxo-1-[[(3S)-2-oxo-3-piperidyl]methyl]ethyl]amino]-1-(cyclopropylmethyl)-2-oxo-ethyl]-5,7-dichloro-1H-indole-2-carboxamide NC([C@H](C[C@H]1C(NCCC1)=O)NC([C@H](CC1CC1)NC(=O)C=1NC2=C(C=C(C=C2C1)Cl)Cl)=O)=O